(S)-N-(3-(difluoromethyl)-4-fluorophenyl)pyrrolidine-2-carboxamide FC(C=1C=C(C=CC1F)NC(=O)[C@H]1NCCC1)F